N1=C(C=CC=C1)NC(C)=O N-(PYRIDINYL)ACETAMIDE